2-Amino-6-(3-amino-2,6-difluorophenyl)-8-methylpyrido[2,3-d]pyrimidin-7(8H)-one NC=1N=CC2=C(N1)N(C(C(=C2)C2=C(C(=CC=C2F)N)F)=O)C